O1CCN(CC1)C(C#C)=O 1-morpholinopropan-2-yn-1-one